4-(1,4-diazepan-1-yl)butanamide N1(CCNCCC1)CCCC(=O)N